3-phenyl-N-[(1R,3S)-3-{[2-(trifluoromethyl)quinolin-4-yl]amino}cyclohexyl]propanamide C1(=CC=CC=C1)CCC(=O)N[C@H]1C[C@H](CCC1)NC1=CC(=NC2=CC=CC=C12)C(F)(F)F